BrC1=CC=CC=2C=3N(C(=NC12)N[C@@H]1C(NCCCC1)=O)N=C(N3)C3=C(C=C(C=C3)Cl)OC(F)(F)F (3S)-3-({7-bromo-2-[4-chloro-2-(trifluoromethoxy)phenyl][1,2,4]triazolo[1,5-c]quinazolin-5-yl}amino)azepan-2-one